O=C1NC(CCC1C=1C=C(C=CC1)NC[C@H]1CN(CCC1)C(=O)OC(C)(C)C)=O tert-butyl (3S)-3-(((3-(2,6-dioxopiperidin-3-yl)phenyl)amino)methyl)piperidine-1-carboxylate